ClC=1C(=NC(=C(C1Cl)Cl)Cl)C(=O)O 3,4,5,6-tetrachloropyridine-2-carboxylic acid